C(C1=CC=CC=C1)OC([C@H](CS)NC(=O)OC(C)(C)C)=O (R)-Benzyl-2-((tert-butyloxycarbonyl)amino)-3-mercaptopropanoate